C(C)(=O)O[C@@H]1SC[C@H]2OC(O[C@H]21)(C)C (3aR,4R,6aS)-2,2-dimethyltetrahydrothieno[3,4-d][1,3]dioxol-4-yl acetate